4-(tert-butyl)-9,10-bis(2-carboxycyclohexyl)carbonyloxyanthracene C(C)(C)(C)C1=CC=CC2=C(C3=CC=CC=C3C(=C12)OC(=O)C1C(CCCC1)C(=O)O)OC(=O)C1C(CCCC1)C(=O)O